ClC=1N=C(N(C1)C)C1=CC=C(CN2C3=NC(=NC(=C3N(C2=N)C)C)C2=C(C=CC(=C2)F)C(=C)C)C=C1 9-(4-(4-chloro-1-methyl-1H-imidazol-2-yl)benzyl)-2-(5-fluoro-2-(prop-1-en-2-yl)phenyl)-6,7-dimethyl-7,9-dihydro-8H-purin-8-imine